2-amino-7-methyl-1H-indole NC=1NC2=C(C=CC=C2C1)C